3-(2-((3r,5r,7r)-adamantan-1-yl)acetoxy)-2-((2-(pyridin-4-yloxy)acetoxy)methyl)propyl (9Z,12Z)-octadeca-9,12-dienoate C(CCCCCCC\C=C/C\C=C/CCCCC)(=O)OCC(COC(CC12CC3CC(CC(C1)C3)C2)=O)COC(COC2=CC=NC=C2)=O